(4-(trifluoromethyl)benzyl)quinolin-8-amine FC(C1=CC=C(CC2=NC3=C(C=CC=C3C=C2)N)C=C1)(F)F